C(C)(=O)N[C@@H](CSCC1C(C2CC3COCC(N31)C2)=O)C(=O)O N-acetyl-S-((7-oxooctahydro-4,8-methanopyrido-[2,1-c][1,4]oxazin-6-yl)methyl)-L-cysteine